(2-((1S,3R)-3-((4-Methoxy-5-(trifluoromethyl)pyrimidin-2-yl)amino)cyclohexyl)-3-oxoisoindolin-5-yl)acrylamide COC1=NC(=NC=C1C(F)(F)F)N[C@H]1C[C@H](CCC1)N1CC2=CC=C(C=C2C1=O)C(C(=O)N)=C